C1(CC1)C1=NC(=CC(=N1)C(=O)O)O 2-cyclopropyl-6-hydroxypyrimidine-4-carboxylic acid